manganese cobalt carbon [C].[Co].[Mn]